4-(4-carboxybenzoyl)2,3-diethylbenzoic acid C(=O)(O)C1=CC=C(C(=O)C2=C(C(=C(C(=O)O)C=C2)CC)CC)C=C1